tert-Butyl 2-bromo-6-methyl-1-(1-methyl-1H-indazol-5-yl)-7-oxo-3-(phenylsulfonyl)-6,7-dihydro-3H-spiro[dipyrrolo[2,3-b:3',2'-d]pyridine-8,3'-pyrrolidine]-1'-carboxylate BrC1=C(C=2C(=NC=C3C2C2(CN(CC2)C(=O)OC(C)(C)C)C(N3C)=O)N1S(=O)(=O)C1=CC=CC=C1)C=1C=C3C=NN(C3=CC1)C